C(C1=CC=CC=C1)N1C(C(C(=C1C1=CC=CC=C1)CCC)(CC(C(C(C(F)(F)F)(F)F)(F)F)(F)F)C)=O 1-Benzyl-3-methyl-3-(2,2,3,3,4,4,5,5,5-nonafluoropentyl)-5-phenyl-4-propyl-1,3-dihydro-2H-pyrrol-2-one